3-(trimethoxysilyl)propyldimethylmyristoleyl-ammonium chloride [Cl-].CO[Si](CCC[N+](CCCCCCCC\C=C/CCCC)(C)C)(OC)OC